[Si](C)(C)(C(C)(C)C)OCC[C@@H](C(NC=1SC=C(N1)C1=CC(=CC=C1)C1=CC=NC=C1)=O)NC(OC(C)(C)C)=O (S)-tert-butyl (4-((tert-butyldimethylsilyl)oxy)-1-oxo-1-((4-(3-(pyridin-4-yl)phenyl)thiazol-2-yl)amino)butan-2-yl)carbamate